ClC1=CC(=NC(=C1)C=1C=NN2C1C=C(C=C2)C(F)(F)F)C2CN(CCC2)C(=O)OC(C)(C)C tert-butyl 3-(4-chloro-6-(5-(trifluoromethyl)pyrazolo[1,5-a]pyridin-3-yl)pyridin-2-yl)piperidine-1-carboxylate